isopropyl-7'-nitro-2',3'-dihydro-1'h-spiro[cyclopropane-1,4'-isoquinoline] C(C)(C)C1NCC2(C3=CC=C(C=C13)[N+](=O)[O-])CC2